C1(=CC=CC2=CC=CC=C12)NCCN N-1-naphthylethylenediamine